(1S,3S)-3-((6-(3-(((methyl)amino)methyl)-5-chlorothiophen-2-yl)-2-methylpyridin-3-yl)oxy)cyclohexane-1-carboxylic acid CNCC1=C(SC(=C1)Cl)C1=CC=C(C(=N1)C)O[C@@H]1C[C@H](CCC1)C(=O)O